N2-methyl-N2-phenylpyrimidine-2,5-diamine CN(C1=NC=C(C=N1)N)C1=CC=CC=C1